C(C)(C)N1N=CC2=C1NC(=NC2=O)C(C)CC=C 1-isopropyl-6-(pent-4-en-2-yl)-1,7-dihydro-4H-pyrazolo[3,4-d]Pyrimidin-4-one